1-(bromomethyl)-4-chloro-2-fluorobenzene BrCC1=C(C=C(C=C1)Cl)F